tert-butyl (5-(difluoromethyl)-2-(3-(imino(5-isopropoxypyridin-2-yl)methyl)thioureido)pyridin-3-yl)(methyl)carbamate FC(C=1C=C(C(=NC1)NC(=S)NC(C1=NC=C(C=C1)OC(C)C)=N)N(C(OC(C)(C)C)=O)C)F